FC1=CC=C(C=C1)C1=C(C(C=2C=C3CCCOC3=C(C2O1)C(C)NC1=C(C(=O)O)C=CC=C1)=O)C 2-((1-(8-(4-fluorophenyl)-7-methyl-6-oxo-3,4-dihydro-2H,6H-pyrano[3,2-g]chromen-10-yl)ethyl)amino)benzoic acid